C(C)(C)(C)OC(=O)N1CC2(C1)CC(C2)OC2=C(C(=C1C(=N2)C(=CS1)C(NC)=O)C(F)(F)F)Cl 6-((6-chloro-3-(methylcarbamoyl)-7-(trifluoromethyl)thieno[3,2-b]pyridin-5-yl)oxy)-2-azaspiro[3.3]heptane-2-carboxylic acid tert-butyl ester